C1(=CC=CC=C1)S(=O)(=O)/C=C/CNC(=O)C=1C(NC=2CCN(CC2C1)C(=O)C1CCC(CC1)(F)F)=O N-[(2E)-3-(benzenesulfonyl)prop-2-en-1-yl]-6-(4,4-difluorocyclohexanecarbonyl)-2-oxo-1,2,5,6,7,8-hexahydro-1,6-naphthyridine-3-carboxamide